5-Methyl-1-(1-(4-((1-methylpyrrolidin-3-yl)amino)benzyl)-1H-indol-5-yl)-1H-pyrazol-3-carboxamid CC1=CC(=NN1C=1C=C2C=CN(C2=CC1)CC1=CC=C(C=C1)NC1CN(CC1)C)C(=O)N